[Cl-].OCC=C[N+](C)(C)C 3-hydroxypropenyltrimethylammonium chloride